4-(2-(4-acrylamidophenyl)-4-amino-7-cyano-1-(2-fluoroethyl)-1H-pyrrolo[3,2-c]pyridin-3-yl)-N-(3,3-difluorocyclobutyl)-2-methoxybenzamide C(C=C)(=O)NC1=CC=C(C=C1)C1=C(C=2C(=NC=C(C2N1CCF)C#N)N)C1=CC(=C(C(=O)NC2CC(C2)(F)F)C=C1)OC